1-(5-(hydroxyamino)-5-oxopentyl)piperidine-4-carboxamide ONC(CCCCN1CCC(CC1)C(=O)N)=O